NC1=C(C=C(C=N1)C1=CC=C(C(=O)NCCN2CCOCC2)C=C1)OCC1=C(C=C(C=C1)F)Cl 4-[6-amino-5-(2-chloro-4-fluoro-benzyloxy)-pyridin-3-yl]-N-(2-morpholin-4-yl-ethyl)-benzamide